ClC1=C(OC2=CC=CC3=C2NC(=NS3(=O)=O)NCC)C=CC=C1 5-(2-chlorophenoxy)-3-(ethylamino)-4H-benzo[e][1,2,4]thiadiazine 1,1-dioxide